1-(3-(4-Chlorophenyl)-1,2,4-oxadiazol-5-yl)piperidine-4-carboxylic acid ClC1=CC=C(C=C1)C1=NOC(=N1)N1CCC(CC1)C(=O)O